CN(C)CCN1N=C2C=CC(=CC2=C1)[N+](=O)[O-] N,N-dimethyl-2-(5-nitroindazol-2-yl)ethylamine